tert-butyl 2-[1-[1-[(3R)-2,6-dioxo-3-piperidyl]indolin-4-yl]-4-piperidyl]acetate O=C1NC(CC[C@H]1N1CCC2=C(C=CC=C12)N1CCC(CC1)CC(=O)OC(C)(C)C)=O